6-(2,6-dichlorophenyl)-5-ethenyl-2-methanesulfonyl-8-methylpyrido[2,3-d]pyrimidin-7-one ClC1=C(C(=CC=C1)Cl)C1=C(C2=C(N=C(N=C2)S(=O)(=O)C)N(C1=O)C)C=C